C(C)(C)(C)OC(CCCOC1=CC=C(C=C1)C=1C=C2C(=NC1)NC=C2C(C2=CC=CC=C2)=O)=O.[N+](=O)([O-])C2=C(C=CC=C2)CCC(=O)N 3-(o-Nitrophenyl)Propanamide tert-Butyl-4-(4-(3-benzoyl-1H-pyrrolo[2,3-b]pyridin-5-yl)phenoxy)butanoate